3-bromo-1-propylamine hydrobromide salt Br.BrCCCN